ClC=1C=CC(=C(C1)N1N=C(C2=NC=C(C=C21)C=2C=NN1C2N=CC=C1)CO)OC(F)F (1-(5-chloro-2-(difluoromethoxy)phenyl)-6-(pyrazolo[1,5-a]pyrimidin-3-yl)-1H-pyrazolo[4,3-b]pyridin-3-yl)methanol